Cl.C1CCCC12CNCC[C@H]2CN2C(C=C(C=C2)Cl)=O (R)-1-((7-Azaspiro[4.5]decan-10-yl)methyl)-4-chloropyridin-2(1H)-one hydrochloride